Methyl 5-[({1-[2-fluoro-4-(trifluoromethyl) phenyl] cyclopropyl} carbonyl) amino]-2-(6-methylpyridin-3-yl)benzoate FC1=C(C=CC(=C1)C(F)(F)F)C1(CC1)C(=O)NC=1C=CC(=C(C(=O)OC)C1)C=1C=NC(=CC1)C